pentaerythritol mono-phosphite P(O)(O)OCC(CO)(CO)CO